isobutyl N-[2-(4-bromo-2,5-dimethoxy-phenyl)ethyl]carbamate BrC1=CC(=C(C=C1OC)CCNC(OCC(C)C)=O)OC